6-methoxy-1-(2-methylbenzyl)-1H-indole COC1=CC=C2C=CN(C2=C1)CC1=C(C=CC=C1)C